ClC1=NN(C2=NC=C(C(=C21)CC(=O)N2[C@H](C1=CC=CC(=C1CC2)[C@](CF)(C)O)C)Cl)C 2-(3,5-dichloro-1-methyl-pyrazolo[3,4-b]pyridin-4-yl)-1-[(1S)-5-((1S)-2-fluoro-1-hydroxy-1-methyl-ethyl)-1-methyl-3,4-dihydro-1H-isoquinolin-2-yl]ethanone